N-(1-(1-(2-chloro-3-(2,3-dihydroxypropoxy)phenyl)ethyl)azetidin-3-yl)-1-cyclopropyl-1H-1,2,3-triazole-4-carboxamide ClC1=C(C=CC=C1OCC(CO)O)C(C)N1CC(C1)NC(=O)C=1N=NN(C1)C1CC1